3-methoxy-N-(2-(2-methoxyethoxy)ethyl)-N-(2-methoxyethyl)-4-nitrosoaniline COC=1C=C(N(CCOC)CCOCCOC)C=CC1N=O